ClC=1C=CC=2N(N1)C=C(N2)CC 6-chloro-2-ethylimidazo[1,2-b]pyridazine